6-(3,5-dimethoxyphenyl)-N2-(3-methoxypropyl)-1,8-naphthyridine-2,7-diamine COC=1C=C(C=C(C1)OC)C=1C=C2C=CC(=NC2=NC1N)NCCCOC